6-fluoro-2-hydrazineyl-3-phenethylquinazolin-4(3H)-one FC=1C=C2C(N(C(=NC2=CC1)NN)CCC1=CC=CC=C1)=O